6-isopropyl-N-(4-phenyl-2-(2-oxa-6-azaspiro[3.3]heptan-6-yl)pyridin-3-yl)nicotinamide C(C)(C)C1=NC=C(C(=O)NC=2C(=NC=CC2C2=CC=CC=C2)N2CC3(COC3)C2)C=C1